2-(2-chlorophenoxy)-N-((2R,4R)-2-methylpiperidin-4-yl)propionamide ClC1=C(OC(C(=O)N[C@H]2C[C@H](NCC2)C)C)C=CC=C1